((2S,6R)-2,6-Dimethylmorpholino)(5-(2,4,5-trifluoro-3-methoxyphenyl)isothiazol-3-yl)methanone Ethyl-5-bromoisothiazole-3-carboxylate C(C)OC(=O)C1=NSC(=C1)Br.C[C@@H]1O[C@@H](CN(C1)C(=O)C1=NSC(=C1)C1=C(C(=C(C(=C1)F)F)OC)F)C